beta-methylcyclohexylalanine CC[C@H](NC1CCCCC1)C(=O)O